tri-n-butylphosphorate C(CCC)OP(OCCCC)(OCCCC)=O